OC(C(=O)N)(C)C alpha-Hydroxyisobutyramid